N-[4-(2,6-dioxo-3-piperidyl)phenyl]pentanamide O=C1NC(CCC1C1=CC=C(C=C1)NC(CCCC)=O)=O